C(#N)C(NC(=O)C1=C(N=C(S1)NCC)CC)C=1SC=CC1 N-(cyano-2-thienylmethyl)-4-ethyl-2-(ethylamino)-5-thiazolecarboxamide